4-[3-[2,6-Dichloro-4-(6-methoxy-6-methyl-2-azaspiro[3.3]heptan-2-yl)benzoyl]-2,4-dihydro-1,3-benzoxazin-8-yl]-5-fluoro-2-(3-oxa-8-azabicyclo[3.2.1]octan-8-yl)benzoic acid ClC1=C(C(=O)N2COC3=C(C2)C=CC=C3C3=CC(=C(C(=O)O)C=C3F)N3C2COCC3CC2)C(=CC(=C1)N1CC2(C1)CC(C2)(C)OC)Cl